((1H-indazol-5-yl)ethynyl)-N-(cyclopentylmethyl)-[2,4'-bipyrimidin]-2'-amine N1N=CC2=CC(=CC=C12)C#CC1=NC(=NC=C1)C1=NC(=NC=C1)NCC1CCCC1